OC=1C=NC=2C=3C=4NC[C@H](NC(C4SC3C=CC2N1)=O)C (15R)-5-hydroxyl-15-methyl-11-thia-3,6,14,17-tetraazatetracyclo[8.8.0.02,7.012,18]octadeca-1(10),2(7),3,5,8,12(18)-hexaen-13-one